(3S,5R)-1-(3-acetyl-6-methyl-2-pyridyl)-5-methyl-pyrrolidine-3-carbonitrile C(C)(=O)C=1C(=NC(=CC1)C)N1C[C@H](C[C@H]1C)C#N